(S)-2-(4-amino-3-isopropoxy-1H-pyrazol-1-yl)propionitrile NC=1C(=NN(C1)[C@H](C#N)C)OC(C)C